Methyl-2-furancarboxylate COC(=O)C=1OC=CC1